FC1(CN(C1)C1=NC(=CC(=N1)C1=NN=C(O1)C1=C(C=C(C=C1)NS(=O)(=O)CCO)N1CCC2(CC2)CC1)C)F N-(4-(5-(2-(3,3-Difluoroazetidin-1-yl)-6-methylpyrimidin-4-yl)-1,3,4-oxadiazol-2-yl)-3-(6-azaspiro[2.5]octan-6-yl)phenyl)-2-hydroxyethane-1-sulfonamide